C1(=CC=CC=C1)CON1C(C=CC=C1CN1CCN(CCCN(CCN(CCC1)CC=1N(C(C=CC1)=O)OCC1=CC=CC=C1)CC=1N(C(C=CC1)=O)OCC1=CC=CC=C1)CC=1N(C(C=CC1)=O)OCC1=CC=CC=C1)=O 1-(Phenylmethoxy)-6-{[4,8,11-tris({[1-(Phenylmethoxy)-6-oxopyridin-2-yl]methyl})-1,4,8,11-tetraazacyclotetradecan-1-yl]methyl}pyridin-2-one